1-[5-(5-chloro-2-methoxypyridin-4-yl)-1H-pyrazole-3-carbonyl]-N-[(5-methyl-1,2-oxazol-3-yl)methyl]piperidine-4-carboxamide ClC=1C(=CC(=NC1)OC)C1=CC(=NN1)C(=O)N1CCC(CC1)C(=O)NCC1=NOC(=C1)C